2-(1-(4-(Cyclohexylthio)phenyl)ethylidene)hydrazine-1-carboximidamide C1(CCCCC1)SC1=CC=C(C=C1)C(C)=NNC(N)=N